3-((S)-2-hydroxy-3-((R)-8-(naphthalen-2-ylsulfonyl)-1-oxa-8-azaspiro[4.5]dec-3-ylamino)propoxy)-N-methylbenzenesulfonamide O[C@H](COC=1C=C(C=CC1)S(=O)(=O)NC)CN[C@H]1COC2(C1)CCN(CC2)S(=O)(=O)C2=CC1=CC=CC=C1C=C2